F[C@H]1[C@@H]([C@H]2CN([C@@H]1CC2)C)N(C2=CC=C(N=N2)C2=C(C=C(C=C2)N2N=NC=C2)O)C 2-(6-(((1R,4R,5R,6R)-6-fluoro-2-methyl-2-azabicyclo[2.2.2]octan-5-yl)(methyl)amino)pyridazin-3-yl)-5-(1H-1,2,3-triazol-1-yl)phenol